monoammonium bistetrazoleamine N1N=NN=C1N.N1N=NN=C1N.[NH4+]